FC1=C(C(=CC=C1)F)N1N=C(C=CC1=O)C(=O)NC=1C(=C2C=NN(C2=CC1)[C@@H]1COCC1)N1CC2(CC2)[C@H](C1)NC(=O)OC(C)(C)C 2-methylpropan-2-yl {[(7R)-5-[5-({[1-(2,6-difluorophenyl)-6-oxo-1,2-diazin-3-yl]carbonyl}amino)-1-[(3S)-tetrahydro-3-furyl]indazol-4-yl]-5-azaspiro[2.4]heptan-7-yl]amino}methanoate